5-(2,4-bis(benzyloxy)-5-isopropylphenyl)-N-ethyl-4-(4-(piperazin-1-ylmethyl)phenyl)isoxazole-3-carboxamide C(C1=CC=CC=C1)OC1=C(C=C(C(=C1)OCC1=CC=CC=C1)C(C)C)C1=C(C(=NO1)C(=O)NCC)C1=CC=C(C=C1)CN1CCNCC1